4-(5-((9-Benzyl-3,9-diazaspiro[5.5]undecan-3-yl)sulfonyl)pyridin-2-yl)morpholine C(C1=CC=CC=C1)N1CCC2(CCN(CC2)S(=O)(=O)C=2C=CC(=NC2)N2CCOCC2)CC1